ClC1=C2C=NN(C2=CC=C1NC=1OC(=NN1)C1=CC(=NC=C1)C=1OC=C(N1)C)C1OCCCC1 N-(4-chloro-1-(tetrahydro-2H-pyran-2-yl)-1H-indazol-5-yl)-5-(2-(4-methyl-oxazol-2-yl)pyridin-4-yl)-1,3,4-oxadiazol-2-amine